2-(4,4-Difluoropiperidin-1-yl)-6-methylpyridin-4-amine FC1(CCN(CC1)C1=NC(=CC(=C1)N)C)F